3'-Cyclopropyl-5'-[4-fluoro-6-({[(2R)-1-methoxypropan-2-yl]amino}methyl)-1-oxo-3H-isoindol-2-yl]-2-(4-methyl-1,2,4-triazol-3-yl)-[1,1'-biphenyl]-4-carbonitrile C1(CC1)C=1C=C(C=C(C1)N1C(C2=CC(=CC(=C2C1)F)CN[C@@H](COC)C)=O)C1=C(C=C(C=C1)C#N)C1=NN=CN1C